C(C)(C)(C1=CC(=C(C(=C1)C)O)C)C1=CC(=C(C(=C1)C)O)C 4,4'-isopropylidenebis(2,6-dimethylphenol)